tert-butyl (3R,4R)-4-[3-[3-(2,4-dioxohexahydropyrimidin-1-yl)imidazo[1,2-a]pyridine-8-yl]prop-2-ynoxy]-3-methyl-piperidine-1-carboxylate O=C1N(CCC(N1)=O)C1=CN=C2N1C=CC=C2C#CCO[C@H]2[C@@H](CN(CC2)C(=O)OC(C)(C)C)C